n-Hexyl citrate C(CC(O)(C(=O)[O-])CC(=O)[O-])(=O)OCCCCCC